C(C=CC1=CC=CC=C1)(=O)[O-] cinnamate